3-({[6-(2-oxopyrrolidin-1-yl)-1,2,3,4-tetrahydronaphthalen-1-yl]methyl}amino)pyridine-4-carboxylic acid O=C1N(CCC1)C=1C=C2CCCC(C2=CC1)CNC=1C=NC=CC1C(=O)O